tert-butyl (R)-2-cyano-7-methyl-6,7-dihydropyrazolo[1,5-a]pyrazine-5(4H)-carboxylate C(#N)C1=NN2C(CN(C[C@H]2C)C(=O)OC(C)(C)C)=C1